2-(2-chlorophenoxy)ethylamine ClC1=C(OCCN)C=CC=C1